ClC1=CC=C(CN2C[C@H](CCC2)C2=CC=NC=3N2N=C(C3CN(C)CC3CC3)C)C=C1 (S)-1-(7-(1-(4-chlorobenzyl)piperidin-3-yl)-2-methylpyrazolo[1,5-a]pyrimidin-3-yl)-N-(cyclopropylmethyl)-N-methylmethanamine